ClCCC(=C(C1=CC=CC=C1)C1=CC=C(OCCN2CCC(CC2)CN2C(C(N(C(C2([2H])[2H])([2H])[2H])C2=CC(=C3C(N(C(C3=C2)=O)C2C(NC(CC2)=O)=O)=O)F)([2H])[2H])([2H])[2H])C=C1)C1=CC=CC=C1 6-(4-((1-(2-(4-(4-chloro-1,2-diphenylbut-1-en-1-yl)phenoxy)ethyl)piperidin-4-yl)methyl)piperazin-1-yl-2,2,3,3,5,5,6,6-d8)-2-(2,6-dioxopiperidin-3-yl)-4-fluoroisoindoline-1,3-dione